tri-tert-butyl 3,3',3''-(((2R,3R,4R,5S)-2-((4-(9-(benzyloxy)-9-oxononyl)-1H-1,2,3-triazol-1-yl)methyl)tetrahydro-2H-pyran-3,4,5-triyl)tris(oxy))tripropionate C(C1=CC=CC=C1)OC(CCCCCCCCC=1N=NN(C1)C[C@H]1OC[C@@H]([C@H]([C@@H]1OCCC(=O)OC(C)(C)C)OCCC(=O)OC(C)(C)C)OCCC(=O)OC(C)(C)C)=O